5-((2-Chloro-5-fluorophenyl)amino)-6-(3-fluoro-5-(trifluoromethyl)benzoylamino)-N-methylpyridineamide ClC1=C(C=C(C=C1)F)NC=1C=CC(=NC1NC(C1=CC(=CC(=C1)C(F)(F)F)F)=O)C(=O)NC